1-tert-butyl 2-methyl (2R)-4-(2,3-dichloro-6-methoxyphenyl)piperazine-1,2-dicarboxylate ClC1=C(C(=CC=C1Cl)OC)N1C[C@@H](N(CC1)C(=O)OC(C)(C)C)C(=O)OC